(4-(4-(4-(Tert-butyl)benzyl)-7-((2-(trimethylsilyl)ethoxy)methyl)-7H-pyrrolo[2,3-d]pyrimidin-6-yl)phenyl)methanol C(C)(C)(C)C1=CC=C(CC=2C3=C(N=CN2)N(C(=C3)C3=CC=C(C=C3)CO)COCC[Si](C)(C)C)C=C1